ClC=1C=C(NC2(CCC3(C(CC4=CC=CC=C34)C3=CC(=C(C=C3)OC)C)CC2)C(=O)O)C=CC1 (1r,4r)-4-(3-Chloroanilino)-2'-(4-methoxy-3-methylphenyl)-2',3'-dihydrospiro[cyclohexane-1,1'-indene]-4-carboxylic acid